1-cyclohexyl-5-{3-[4-methoxy-3-(trifluoro-methyl)phenyl]-1,2,4-oxadiazol-5-yl}-1H-1,2,3-benzotriazole C1(CCCCC1)N1N=NC2=C1C=CC(=C2)C2=NC(=NO2)C2=CC(=C(C=C2)OC)C(F)(F)F